C(CCCCCCC)C(CCCCCCCC)OC(CCCCCCCOC(=O)[C@H]1N(CC(C1)O)CCCCCOC(CCCCCCCCCCC)=O)=O [8-(1-octylnonoxy)-8-oxo-octyl](2S)-1-(5-dodecanoyloxypentyl)-4-hydroxy-pyrrolidine-2-carboxylate